FC=1C=C(C=CC1)C1=CC(=CC=C1)C[C@@H]1C=2C(N(C=NC2CC[C@@H]1NS(=O)(=O)C)C(C)C)=O |r| rac-N-[(5R,6S)-5-[(3'-fluoro[1,1'-biphenyl]-3-yl)methyl]-4-oxo-3-(propan-2-yl)-3,4,5,6,7,8-hexahydroquinazolin-6-yl]methanesulfonamide